6-hydroxy-3-(4-piperazin-1-ylphenyl)quinazolin-4-one OC=1C=C2C(N(C=NC2=CC1)C1=CC=C(C=C1)N1CCNCC1)=O